FC1(CCN(CC1)C1=CC=C(C=N1)[C@@H]1C(NC(CC1)=O)=O)CO (R)-3-(6-(4-fluoro-4-(hydroxymethyl)piperidin-1-yl)pyridin-3-yl)piperidine-2,6-dione